[Cl-].C(CCCCCCCCCCCCCCCCC)(=O)NC[N+](C)(C)CCCO stearamidohydroxypropyl-trimethylammonium chloride